2,5-dibromo-3,4,6-trifluorobenzaldehyde BrC1=C(C=O)C(=C(C(=C1F)F)Br)F